C(C(=C)C)(=O)OCCC(C)C 3-methyl-1-butyl methacrylate